(1R,2S)-2-{3-[({1-[(2S)-2-butanyl]-5-(3-phenylpropyl)-1H-pyrrole-2-yl}carbonyl)amino]-4-chlorophenyl}cyclopropanecarboxylic acid C[C@@H](CC)N1C(=CC=C1CCCC1=CC=CC=C1)C(=O)NC=1C=C(C=CC1Cl)[C@@H]1[C@@H](C1)C(=O)O